(2E,2'E)-2,2'-(1-(5-((3,3,5,5-tetramethylmorpholino)methyl)furan-2-yl)propane-1,2-diylidene)bis(N-methylhydrazine-1-carbothioamide) CC1(COCC(N1CC1=CC=C(O1)\C(\C(\C)=N\NC(NC)=S)=N\NC(NC)=S)(C)C)C